[6-(5-cyclopropyl-4H-1,2,4-triazol-3-yl)-2-azaspiro[3.3]heptan-2-yl]-[3-[[2-fluoro-4-(trifluoromethylsulfonyl)phenyl]methoxy]azetidin-1-yl]methanone C1(CC1)C=1NC(=NN1)C1CC2(CN(C2)C(=O)N2CC(C2)OCC2=C(C=C(C=C2)S(=O)(=O)C(F)(F)F)F)C1